1-(4-(tert-butyl)-3-(4-methoxybutoxy)phenyl)cyclohexane-1,4-diamine C(C)(C)(C)C1=C(C=C(C=C1)C1(CCC(CC1)N)N)OCCCCOC